CC=1C(=CC2=C(OCCO2)C1)N 7-methyl-2,3-dihydrobenzo[b][1,4]dioxin-6-amine